S(=O)(=O)(O[O-])[O-].[K+].[K+] potassium peroxymonosulfuric acid salt